(1SR,2SR)-N-[[(2S)-2-(3-cyanophenyl)oxetan-2-yl]methyl]-2-(2-pyridyl)cyclopropanecarboxamide C(#N)C=1C=C(C=CC1)[C@]1(OCC1)CNC(=O)[C@@H]1[C@H](C1)C1=NC=CC=C1 |&1:16,17|